(S)-3-(2',4'-difluoro-5-methoxybiphenyl-3-yl)-3-(3-(4-hydroxy-1,6-dimethyl-2-oxo-1,2-dihydropyridin-3-yl)ureido)propanoic acid FC1=C(C=CC(=C1)F)C1=CC(=CC(=C1)OC)[C@H](CC(=O)O)NC(=O)NC=1C(N(C(=CC1O)C)C)=O